3-bromo-4'-chloro-2'-fluoro-[1,1'-biphenyl]-2-ol BrC1=C(C(=CC=C1)C1=C(C=C(C=C1)Cl)F)O